N-(2-Diethylamino-ethyl)-2-(4-methoxy-phenylamino)-benzamide C(C)N(CCNC(C1=C(C=CC=C1)NC1=CC=C(C=C1)OC)=O)CC